COCC1=C(C(=O)O)C=CC=N1 2-(methoxymethyl)nicotinic acid